5-acetyl-2-(4-fluoro-2-methylphenoxy)-4-(trifluoromethyl)benzoic acid methyl ester COC(C1=C(C=C(C(=C1)C(C)=O)C(F)(F)F)OC1=C(C=C(C=C1)F)C)=O